[(4R)-3-oxo-2-(2,2,2-trifluoroethyl)isoxazolidin-4-yl]ammonium chloride [Cl-].O=C1N(OC[C@H]1[NH3+])CC(F)(F)F